FC(C(C)I)(F)F 1,1,1-trifluoro-2-iodo-propane